(R)-N-(cyclopropylmethyl)-1-(2-fluoro-5-((4-oxo-3,4-dihydrophthalazin-1-yl)methyl)benzoyl)pyrrolidine-3-carboxamide C1(CC1)CNC(=O)[C@H]1CN(CC1)C(C1=C(C=CC(=C1)CC1=NNC(C2=CC=CC=C12)=O)F)=O